4-[(4R,10bS)-8-[(3R,4S)-3-amino-4-methoxy-1-piperidinyl]-4-methyl-3,4,6,10b-tetrahydro-1H-pyrazino[2,1-a]isoindol-2-yl]pyrazolo[1,5-a]pyridine-7-carbonitrile N[C@@H]1CN(CC[C@@H]1OC)C=1C=C2CN3[C@@H](C2=CC1)CN(C[C@H]3C)C=3C=1N(C(=CC3)C#N)N=CC1